5-[4-(4-methylpiperazin-1-yl)phenyl]-3-(pyridin-3-yl)-1H-pyrrolo[2,3-b]pyridine CN1CCN(CC1)C1=CC=C(C=C1)C=1C=C2C(=NC1)NC=C2C=2C=NC=CC2